COC1=CC=C2C(=C(C=NC2=N1)[N+](=O)[O-])NCC1=CC=C(C=C1)SC 7-methoxy-N-(4-(methylthio)benzyl)-3-nitro-1,8-naphthyridin-4-amine